ClC1=CC=C2C(=CNC2=C1F)S(=O)(=O)NC1=NC=C(C(=N1)OC)OC(F)F 6-chloro-N-[5-(difluoromethoxy)-4-methoxy-pyrimidin-2-yl]-7-fluoro-1H-indole-3-sulfonic acid amide